CC(C[C@@H](C(N[C@H](C=O)CC1C(NCC1)=O)=O)NC(OCC1CC(C1)(F)F)=O)C (3,3-difluorocyclobutyl)methyl ((2S)-4-methyl-1-oxo-1-(((2S)-1-oxo-3-(2-oxopyrrolidin-3-yl)propan-2-yl)amino)pentan-2-yl)carbamate